C(CCCCCCCC)(=O)OC1=CC=C(C=C1)S(=O)(=O)O.C(C(=C)C)(=O)OCCC[Si](O[Si](C)(C)C)(O[Si](C)(C)C)O[Si](C)(C)C gamma-methacryloxypropyl-tris(trimethylsiloxy)silane 4-(nonanoyloxy)benzene-1-sulfonate